C(C)(C)[P@@](CCC1=NC=CC=C1C)(C1=CC=CC2=CC=CC=C12)=O (S)-isopropyl-(1-naphthyl)(2-(3-methylpyridin-2-yl)ethyl)phosphorus oxide